5-amino-1-(2,6-dichloro-4-methyl-phenyl)-4-sulfinyl-1H-pyrazole-3-thiocarboxamide NC1C(C(=NN1C1=C(C=C(C=C1Cl)C)Cl)C(N)=S)=S=O